FC1=C(C(=O)N2CCN(CC2)C2=CC=C3C(=N2)NC(=N3)CCCCCCCCCC[NH-])C=C(C=C1)CC1=NNC(C3=CC=CC=C13)=O 10-(5-(4-(2-fluoro-5-(4-oxo-3,4-dihydrophthalazin-1-yl)methylbenzoyl)piperazin-1-yl)-3H-imidazo[4,5-b]pyridin-2-yl)decylamide